NC=1C2=C(N=CN1)C(=CC(=N2)C=2C=C(C=CC2)C#C[C@]2(C(N(CC2)C)=O)O)NC2CC2 (R)-3-[2-[3-[4-amino-8-(cyclopropylamino)pyrido[3,2-d]pyrimidin-6-yl]phenyl]ethynyl]-3-hydroxy-1-methylpyrrolidin-2-one